(5-amino-8-bromo-3-methylcinnoline-6-yl)-[7-fluoro-1-(oxan-2-yl)indazol-4-yl]methanone NC1=C2C=C(N=NC2=C(C=C1C(=O)C1=C2C=NN(C2=C(C=C1)F)C1OCCCC1)Br)C